C(#N)C=1C=C(OC=2C(=C(C(=CC2)S(=O)(=O)C(F)(F)F)/C=C/C(=O)OCCCC)C)C=C(C1)F butyl (E)-3-[3-(3-cyano-5-fluoro-phenoxy)-2-methyl-6-(trifluoromethylsulfonyl) phenyl]prop-2-enoate